2-((ethylamino)methyl)-6-(3-(1-(4-methyl-4H-1,2,4-triazol-3-yl)cyclobutyl)phenyl)-4-(trifluoromethyl)-1,6-dihydro-7H-pyrrolo[2,3-c]pyridin-7-one C(C)NCC1=CC2=C(C(N(C=C2C(F)(F)F)C2=CC(=CC=C2)C2(CCC2)C2=NN=CN2C)=O)N1